5-[(rac)-5',6'-dihydrospiro[pyrrolidine-3,4'-pyrrolo[1,2-b]pyrazol]-2'-yl]-3-[(3-fluorophenyl)methoxy]pyridin-2-amine-hydrochloride salt Cl.N=1N2C(=CC1C=1C=C(C(=NC1)N)OCC1=CC(=CC=C1)F)[C@]1(CC2)CNCC1 |r|